C1(=CC=CC2=CC=CC=C12)CCS(=O)(=O)O.FC(C)(F)C1=NC(=CC(=N1)NC1=CC(=NC=C1OCC)NC(C)=O)C=1C=NN(C1)C(C)C N-(4-((2-(1,1-difluoroethyl)-6-(1-isopropyl-1H-pyrazol-4-yl)pyrimidin-4-yl)amino)-5-ethoxypyridin-2-yl)acetamide naphthaleneethanesulfonate